4-(4-{3-[2-(dimethylamino)ethoxy]phenyl}-2-oxo-2,3-dihydro-1H-1,3-benzodiazol-1-yl)-N-(3-methoxy-4-methylphenyl)cyclohexane-1-carboxamide CN(CCOC=1C=C(C=CC1)C1=CC=CC=2N(C(NC21)=O)C2CCC(CC2)C(=O)NC2=CC(=C(C=C2)C)OC)C